COC(=O)C1=NN=C2N1C=C(C=C2Cl)Br 6-bromo-8-chloro-[1,2,4]triazolo[4,3-a]pyridine-3-carboxylic acid methyl ester